[Si](C)(C)(C(C)(C)C)OC1CCC(=CC1)C1=C(C=CC=C1)C1CCN(CC1)[C@H]1CC2(CN(C2)C(=O)OC(C)(C)C)CC1 tert-butyl (6R)-6-(4-(4'-((tert-butyldimethylsilyl) oxy)-2',3',4',5'-tetrahydro-[1,1'-biphenyl]-2-yl) piperidin-1-yl)-2-azaspiro[3.4]octane-2-carboxylate